bis(tert-butyl peroxy) isophthalate C(C1=CC(C(=O)OOOC(C)(C)C)=CC=C1)(=O)OOOC(C)(C)C